L-rhamnose O=C[C@H](O)[C@H](O)[C@@H](O)[C@@H](O)C